COCOC1=C(C(=CC=C1)OCOC)N(C=O)CCN1N=C(C=C1)C(F)(F)F N-[2,6-bis(methoxymethoxy)phenyl]-N-{2-[3-(trifluoromethyl)-1H-pyrazole-1-yl]ethyl}formamide